O[C@@H](C)C=1C=C(SC1)[S@@](=O)(N)=NC(NC1=C2C(=NC3=C1CCC3)[C@@H](CC2)C)=O |o1:1| (R)-4-((S) or (R)-1-hydroxyethyl)-N'-(((R)-3-methyl-1,2,3,5,6,7-hexahydrodicyclopenta[b,e]pyridin-8-yl)carbamoyl)thiophene-2-sulfonimidamide